N-{4-[8-(4-chloro-2-methyl-2H-indazol-5-yl)indolizine-3-carbonyl]-2-cyanophenyl}but-2-enamide ClC=1C2=CN(N=C2C=CC1C1=CC=CN2C(=CC=C12)C(=O)C1=CC(=C(C=C1)NC(C=CC)=O)C#N)C